ClC=1N(C2=NC=C(C=C2C(C1C(=O)O)=O)F)C=1SC=CN1 chloro-6-fluoro-4-oxo-1-(1,3-thiazol-2-yl)-1,4-dihydro-1,8-naphthyridine-3-carboxylic acid